COC([C@H]1N(CCC1)C(=O)C1(CC1)C)=O 1-[(1-methylcyclopropyl)carbonyl]-L-proline methyl ester